CC1=C(C=C(C(=C1)N1CCC(CC1)C(F)(F)F)C)NC1CCC(CC1)N N1-(2,5-dimethyl-4-(4-(trifluoromethyl)piperidin-1-yl)phenyl)cyclohexane-1,4-diamine